1-[4-[3-[(7,9-dimethylpyrido[3',2':4,5]thieno[3,2-d]pyrimidin-4-yl)amino]azetidin-1-yl]-2-pyridyl]cyclobutanol CC=1C=C(C2=C(SC3=C2N=CN=C3NC3CN(C3)C3=CC(=NC=C3)C3(CCC3)O)N1)C